CN1N=NN=C1SC1=NC2=CC=CC=C2N=C1\C=C\C1=NN=NN1C (E)-2-((1-methyltetrazol-5-yl)thio)-3-(2-(1-methyltetrazol-5-yl)vinyl)quinoxaline